BrC1=C(COC2=C3C(C=C(OC3=CC=C2)C(=O)NN[C@@H](CC2=CC=CC=C2)C(=O)OC)=O)C=CC=C1 methyl (5-((2-bromobenzyl) oxy)-4-oxo-4H-chromene-2-carbonylamino)-L-phenylalaninate